BrC=1C=C2C=NN(C2=CC1C)COCC[Si](C)(C)C 5-bromo-6-methyl-1-((2-(trimethylsilyl)ethoxy)methyl)-1H-indazole